O1C=CC2=NC=CC=C21 furo[3,2-b]-pyridine